methyl 2-(6-(3,5-difluorophenyl)-3,4,5,6-tetrahydropyridin-2-yl)hydrazine-1-carboxylate FC=1C=C(C=C(C1)F)C1CCCC(=N1)NNC(=O)OC